ethyl 4,6-dimethyl-1H-indole-2-carboxylate CC1=C2C=C(NC2=CC(=C1)C)C(=O)OCC